(+/-)-N-(4-(7-(4-fluorophenyl)-3-oxo-1,4-oxazepan-4-yl)-2,6-dimethylphenyl)-3,3-dimethylbutanamide FC1=CC=C(C=C1)[C@H]1CCN(C(CO1)=O)C1=CC(=C(C(=C1)C)NC(CC(C)(C)C)=O)C |r|